1-(4-methoxybenzyl)-1-(4-(4-methylpiperazin-1-yl)benzyl)urea COC1=CC=C(CN(C(=O)N)CC2=CC=C(C=C2)N2CCN(CC2)C)C=C1